(R)-(4-bromo-2,6-dimethylphenyl)(2-methylpyrrolidin-1-yl)methanone BrC1=CC(=C(C(=C1)C)C(=O)N1[C@@H](CCC1)C)C